ClC1=CC=C(/C=C/C2=CN(C3=NC=C(C=C32)NC(C=C)=O)C(F)F)C=C1 (E)-N-(3-(4-Chlorostyryl)-1-(difluoromethyl)-1H-pyrrolo[2,3-b]pyridin-5-yl)acrylamide